C1(=CC=CC=C1)C=CC(C)=O 4-phenylbutenone